C1=C(C=CC2=CC=CC=C12)C(=O)O β-naphthalenecarboxylic acid